N-(4-(2-(4-fluorophenyl)-5-propionyl-4,5,6,7-tetrahydropyrazolo[1,5-a]pyrazin-3-yl)pyridin-2-yl)-N-propionylpropionamide FC1=CC=C(C=C1)C1=NN2C(CN(CC2)C(CC)=O)=C1C1=CC(=NC=C1)N(C(CC)=O)C(CC)=O